benzo[b]thiophene-2-ylboronic acid S1C2=C(C=C1B(O)O)C=CC=C2